C[C@]12C[C@@H]([C@H]3[C@H]([C@@H]1CC[C@@]2(C(=O)COP(=O)(O)O)O)CCC4=CC(=O)C=C[C@]34C)O The molecule is a synthetic glucocorticoid resulting from the formal condensation of the 21-hydroxy group of prednisolone with one of the hydroxy groups of phosphoric acid. It is a prodrug for prednisolone that is activated in vivo by phosphatases. It has a role as an anti-inflammatory agent, a glucocorticoid receptor agonist, a prodrug and an antineoplastic agent. It is a steroid phosphate, an 11beta-hydroxy steroid, a 17alpha-hydroxy steroid, a 20-oxo steroid, a 3-oxo-Delta(1),Delta(4)-steroid, a tertiary alpha-hydroxy ketone and a glucocorticoid. It derives from a prednisolone. It is a conjugate acid of a prednisolone phosphate(2-).